CC=1C(=NC=CC1)C1(CCN(CC1)C(=O)OC(C)(C)C)C(=O)OCC 1-tert-butyl 4-ethyl 4-(3-methylpyridin-2-yl)piperidine-1,4-dicarboxylate